Tert-butyl 4-(((6-(hydroxymethyl)-4-oxo-4H-pyran-3-yl) oxy) methyl)-piperidine-1-carboxylate OCC1=CC(C(=CO1)OCC1CCN(CC1)C(=O)OC(C)(C)C)=O